C12(CC(C1)C2)NC(O[C@@H]2[C@@H](C[C@@H](C2)C2=NNC(=C2)NC(=O)C2=CC(=NN2C)OCC(F)F)OC)=O |r| rac-(1S,2R,4S)-4-(5-(3-(2,2-difluoroethoxy)-1-methyl-1H-pyrazole-5-carboxamido)-1H-pyrazol-3-yl)-2-methoxycyclopentyl bicyclo[1.1.1]pentan-1-ylcarbamate